C(C)(C)(C)OC(=O)N([C@H](/C=C(/C(=O)OCC)\C)C(C)C)C (S,E)-Ethyl 4-(tert-Butoxycarbonyl(methyl)amino)-2,5-dimethylhex-2-enoate